1-[7-fluoro-1-methyl-6-(4-piperidyl)indazol-3-yl]hexahydropyrimidine-2,4-dione hydrochloride Cl.FC=1C(=CC=C2C(=NN(C12)C)N1C(NC(CC1)=O)=O)C1CCNCC1